6-(4-isopropyl-3-(5-(piperidin-4-yl)pyrazin-2-yl)-1H-pyrazol-5-yl)-8-methoxy-[1,2,4]triazolo[1,5-a]pyridine C(C)(C)C=1C(=NNC1C=1C=C(C=2N(C1)N=CN2)OC)C2=NC=C(N=C2)C2CCNCC2